2,3,4-tribenzoyl-D-ribose bromide [Br-].C(C1=CC=CC=C1)(=O)[C@@](C=O)(O)[C@](O)([C@](O)(CO)C(C1=CC=CC=C1)=O)C(C1=CC=CC=C1)=O